N[C@@H](CC(=O)O)CC1=CC=NC=C1 (R)-3-amino-4-(4-pyridyl)-butyric acid